5,5'-(((2-((benzyloxy)methyl)propane-1,3-diyl)bis(oxy))bis(methylene))bis(2,2-dimethyl-1,3-dioxane) C(C1=CC=CC=C1)OCC(COCC1COC(OC1)(C)C)COCC1COC(OC1)(C)C